FC1=CC(=CC=C1)OCCCI 1-fluoro-3-(3-iodopropoxy)benzene